NC=1C2=C(N=C(N1)Cl)N(C=C2C=2SC=CN2)[C@@H]2C[C@@H]([C@@H]1[C@H]2OC(O1)(C)C)CO ((3aR,4R,6R,6as)-6-(4-amino-2-chloro-5-(thiazol-2-yl)-7H-pyrrolo[2,3-d]pyrimidin-7-yl)-2,2-dimethyltetrahydro-4H-cyclopenta[d][1,3]dioxol-4-yl)methanol